CN(C(=O)C1=CC=2C(=NC=CC2C=2C=NC=C(C2)C2=CC=C(C=C2)N2C(CCC2)=O)N1)C=1C=NC=CC1 N-methyl-4-(5-(4-(2-oxopyrrolidin-1-yl)phenyl)pyridin-3-yl)-N-(pyridin-3-yl)-1H-pyrrolo[2,3-b]pyridine-2-carboxamide